N(=NC(C(=O)NC(CO)(CO)CO)(C)C)C(C(=O)NC(CO)(CO)CO)(C)C azobis-(2-methyl-N-[1,1-bis(hydroxymethyl)-2-hydroxyethyl]propionamide)